CC1=C(C=CC=C1C=1C(=NC=C(C1C)C=O)C(=O)N)C1=C(C(=CC=C1)C=1C(=NC=C(C1C)C=O)C(=O)N)C (2,2'-dimethyl-[1,1'-biphenyl]-3,3'-diyl)bis(5-formyl-4-methyl-2-pyridineamide)